BrC=1C(NC(=NC1C(F)F)C)=O 5-bromo-6-(difluoromethyl)-2-methylpyrimidin-4(3H)-one